(2R,5S)-tert-Butyl 4-(6,7-dichloro-1-(4,6-diisopropylpyrimidin-5-yl)-2-oxo-1,2-dihydropyrido[2,3-d]pyrimidin-4-yl)-2,5-dimethylpiperazine-1-carboxylate ClC1=CC2=C(N(C(N=C2N2C[C@H](N(C[C@@H]2C)C(=O)OC(C)(C)C)C)=O)C=2C(=NC=NC2C(C)C)C(C)C)N=C1Cl